CN(C)CC1CCC(CC1(O)C1=CC(=CC=C1)OC)O 6-Dimethylaminomethyl-1-(3-methoxy-phenyl)-cyclohexan-1,3-diol